OCCOCCCOCCO 1,3-bis(2-hydroxyethoxy)propane